2-(4-(7-chloro-1-methyl-2,3-dioxo-2,3-dihydropyrido[2,3-b]pyrazin-4(1H)-yl)piperidin-1-yl)pyrimidine-5-carbonitrile ClC1=CC2=C(N(C(C(N2C)=O)=O)C2CCN(CC2)C2=NC=C(C=N2)C#N)N=C1